IC1=CNC2=C1N(C(C=C2)=O)CC(F)(F)F 3-iodo-4-(2,2,2-trifluoroethyl)-1H,4H,5H-pyrrolo[3,2-b]pyridin-5-one